5-Ethoxy-5-oxopentanoic acid C(C)OC(CCCC(=O)O)=O